C(C)(=O)C=1C(=C(C=CC1)C(C#N)(F)F)F 2-(3-acetyl-2-fluoro-phenyl)-2,2-difluoro-acetonitrile